octylbetaine CCCCCCCCC(C(=O)[O-])[N+](C)(C)C